7-(8-methyl-2,3-dihydro-1H-pyrido[2,3-b][1,4]oxazin-7-yl)-N-(3-((methylsulfonyl)methyl)phenyl)-5,6,7,8-tetrahydropyrido[3,4-d]pyrimidin-2-amine CC1=C(C=NC=2OCCNC21)N2CC=1N=C(N=CC1CC2)NC2=CC(=CC=C2)CS(=O)(=O)C